BrC=1C(=C(C=C(C1)C(F)(F)F)[C@]1(CC(=NO1)C1=CC(=C(C(=O)N[C@@H]2CN(OC2)S(=O)(=O)C)C=C1)C)C(F)(F)F)F |o1:11,23| 4-(rel-(R)-5-(3-bromo-2-fluoro-5-(trifluoromethyl)phenyl)-5-(trifluoromethyl)-4,5-dihydro-isoxazol-3-yl)-2-methyl-N-(rel-(R)-2-(methylsulfonyl)isoxazolidin-4-yl)benzamide